2-hydroxy-2-phenylacetic acid OC(C(=O)O)C1=CC=CC=C1